FC1=CC=C(N(C(=O)C=2C=CC=3N(C2)C(=CN3)C=3C=NC(=CC3)NC(=O)OC)CC(=O)OCC)C=C1 ethyl 2-(4-fluoro-N-[3-[6-(methoxy-carbonylamino)-3-pyridyl]imidazo[1,2-a]pyridine-6-carbonyl]anilino)acetate